FC1=C(C=NN1C)C1=CC=2C(=NC=CC2N2CC3CCC(C2)N3C(=O)OC(C)(C)C)N1S(=O)(=O)C1=CC=C(C)C=C1 tert-butyl 3-(2-(5-fluoro-1-methyl-1H-pyrazol-4-yl)-1-tosyl-1H-pyrrolo[2,3-b]pyridin-4-yl)-3,8-diazabicyclo[3.2.1]octane-8-carboxylate